NC1=CC=C(C(=C1C(=O)N(C)C)F)C=1C=C2C(=NC1)NC[C@@]21[C@@H](C1)CCC 6-Amino-2-fluoro-N,N-dimethyl-3-((1S,2R)-2-propyl-1',2'-dihydrospiro[cyclopropane-1,3'-pyrrolo[2,3-b]pyridin]-5'-yl)benzamide